ClC1=C(C=CC(=C1)Cl)[C@@H](C)N1C(=NC2=C1C=C(C(=C2)F)F)N2C[C@H]([C@@H](CC2)F)N (3R,4R)-1-(1-((1R)-1-(2,4-Dichlorophenyl)ethyl)-5,6-difluoro-1H-benzimidazol-2-yl)-4-fluoro-3-piperidinamin